3-(4-bromophenyl)propanenitrile BrC1=CC=C(C=C1)CCC#N